(2S,5R)-N-(2-(3,4-dichlorophenyl)propan-2-yl)-5-(hydroxymethyl)morpholine-2-carboxamide hydrochloride Cl.ClC=1C=C(C=CC1Cl)C(C)(C)NC(=O)[C@@H]1CN[C@@H](CO1)CO